1-(2-((4-(dimethylamino) butanoyl) oxy)-3-((7-((2-hexyldecyl) oxy)-7-oxoheptanoyl) oxy) propyl) 7-(heptadec-9-yl) pimelate C(CCCCCC(=O)OC(CCCCCCCC)CCCCCCCC)(=O)OCC(COC(CCCCCC(=O)OCC(CCCCCCCC)CCCCCC)=O)OC(CCCN(C)C)=O